1-(2-aminophenyl)-2,5-dihydro-phosphole 1-oxide NC1=C(C=CC=C1)P1(CC=CC1)=O